5-[(3,3-dimethyl-2H-benzofuran-4-yl)oxy]pyrazin-2-amine CC1(COC2=C1C(=CC=C2)OC=2N=CC(=NC2)N)C